BrC=1C(=C2C=CC=NC2=CC1)CNC[C@@H](CC)O (R)-1-(((6-bromoquinolin-5-yl)methyl)amino)butan-2-ol